CC(C(=O)[O-])C dimethylacetate